NC1=NC=C(C2=C1C(=C(S2)C2=C(C=C(C=C2)NC(C(=C)C)=O)C)C2=CC(=C(C=C2)OC2=NC=CC(=N2)C)F)C=2C=NN(C2)C2CC2 N-(4-(4-amino-7-(1-cyclopropyl-1H-pyrazol-4-yl)-3-(3-fluoro-4-((4-methylpyrimidin-2-yl)oxy)phenyl)thieno[3,2-c]pyridin-2-yl)-3-methylphenyl)methacrylamide